O=C1N(C(C2=CC=CC=C12)=O)CCCC1(C(CCC1)=O)C(=O)OCC ethyl 1-(3-(1,3-dioxoisoindolin-2-yl)propyl)-2-oxocyclopentane-1-carboxylate